C1(=CC(=CC=C1)CNC(C1=CN=C(C=C1OC)N1N=CC=C1)=O)C1=CC=CC=C1 N-([1,1'-Biphenyl]-3-ylmethyl)-4-methoxy-6-(1H-pyrazol-1-yl)nicotinamide